NC1=CC=C(C=N1)C(=O)O 6-Aminopyridine-3-carboxylic acid